N-(4-cyanophenyl)-4-(5-methyl-2-{[4-(morpholin-4-yl)phenyl]amino}pyrimidin-4-yl)piperazine-1-carboxamide C(#N)C1=CC=C(C=C1)NC(=O)N1CCN(CC1)C1=NC(=NC=C1C)NC1=CC=C(C=C1)N1CCOCC1